C(C(=C)C)(=O)N1C(=C(C2=CC=CC=C12)C1=CC=CC=C1)C1=CC=CC=C1 N-methacryloyl-2,3-diphenylindole